4-[2-[(2-methylpyrimidin-4-yl)amino]-4-pyridyl]-6-[2-(trifluoromethyl)-phenyl]-1H-pyridin-2-one CC1=NC=CC(=N1)NC1=NC=CC(=C1)C1=CC(NC(=C1)C1=C(C=CC=C1)C(F)(F)F)=O